O1CCN(CC1)CC=1C(=NC=CN1)C(=O)N (morpholinomethyl)pyrazine-2-carboxamide